5-bromo-1-cyclopropyl-N-[6-cyclopropyl-4-[4-fluoro-2-(4-methyl-1,2,4-triazol-3-yl)phenyl]pyridin-2-yl]-2-oxopyridine-3-carboxamide BrC=1C=C(C(N(C1)C1CC1)=O)C(=O)NC1=NC(=CC(=C1)C1=C(C=C(C=C1)F)C1=NN=CN1C)C1CC1